ClC=1C=CC2=C(CC(CC=3N2C(=NN3)[C@@H]3CC[C@H](CC3)OC3=NC=CC=C3)NC(C)=O)C1 N-{8-chloro-1-[trans-4-(pyridin-2-yloxy)cyclohexyl]-5,6-dihydro-4H-[1,2,4]triazolo[4,3-a][1]benzazepin-5-yl}acetamide